NCCOCCOCCNC(C)=O N-(2-(2-(2-aminoethoxy)ethoxy)ethyl)-acetamide